Tert-butyl (R)-3-((S)-1-(tert-butoxy)-3-(5-formylbenzo[b]thiophen-2-yl)-1-oxopropan-2-yl)pyrrolidine-1-carboxylate C(C)(C)(C)OC([C@@H](CC1=CC2=C(S1)C=CC(=C2)C=O)[C@@H]2CN(CC2)C(=O)OC(C)(C)C)=O